NC1=NC(=NC(=C1C=O)N[C@H](C)C1=CC(=CC(=C1)C(F)(F)F)[N+](=O)[O-])C (R)-4-amino-2-methyl-6-((1-(3-nitro-5-(trifluoromethyl)phenyl)ethyl)amino)pyrimidine-5-carbaldehyde